O1C=CC2=C1C=CC(=C2)S(=O)(=O)N2CC1=C(C2)CN(C1)C(=O)N[C@@H](CC)C1=CC=CC=C1 5-(1-Benzofuran-5-sulfonyl)-N-[(1S)-1-phenylpropyl]-1H,2H,3H,4H,5H,6H-pyrrolo[3,4-c]pyrrole-2-carboxamide